1-(3,4-dimethylphenyl)-3-(3-((1-(2,6-dioxopiperidin-3-yl)-2,5-dioxo-2,5-dihydro-1H-pyrrol-3-yl)amino)benzyl)urea CC=1C=C(C=CC1C)NC(=O)NCC1=CC(=CC=C1)NC=1C(N(C(C1)=O)C1C(NC(CC1)=O)=O)=O